NC1(CCN(CC1)C1=NC(=C2C(=N1)NN=C2C2=C(C(=CC=C2)Cl)Cl)C#N)CC=2C=NC=CC2 6-(4-Amino-4-(pyridin-3-ylmethyl)piperidin-1-yl)-3-(2,3-dichlorophenyl)-1H-pyrazolo[3,4-d]pyrimidine-4-carbonitrile